C1(=CCCC1)C1C=CC2N(C=3C=CC=CC3CC21)S(=O)(=O)CC2=CC=CC=C2 1-cyclopentenyl-4-toluenesulfonyl-3a,4,9,9a-tetrahydro-1H-cyclopenta[b]quinoline